1,3-dibenzyl-2-phenylimidazolidine C(C1=CC=CC=C1)N1C(N(CC1)CC1=CC=CC=C1)C1=CC=CC=C1